C(C)[C@](N=CC1=CC=C(C=C1)C1=CC=CC=C1)(C(C)C)C(=O)O ethyl-N-(4-phenylphenylmethylene)valine